CC1=CC=C(CC2=NOC(=C2)C(=O)OCC)C=C1 ethyl 3-(4-methylbenzyl)isoxazole-5-carboxylate